BrC=1C=C(C=CC1)C1(CC(C1)O)C(=O)OC methyl (1s,3s)-1-(3-bromophenyl)-3-hydroxycyclobutanecarboxylate